N-(1-((1r,4r)-4-((1R,5S)-3-oxa-8-azabicyclo[3.2.1]oct-8-yl)cyclohexyl)-3-(3-(methylsulfonyl)propoxy)-1H-pyrazol-4-yl)pyrimidin-2-amine [C@H]12COC[C@H](CC1)N2C2CCC(CC2)N2N=C(C(=C2)NC2=NC=CC=N2)OCCCS(=O)(=O)C